FC1=C(C=C2CC3(C(NC(NC3=O)=O)=O)[C@@H]3N(C2=C1F)C[C@H](O[C@H]3C)C)C=3OC=CN3 (2R,4S,4aS)-9,10-difluoro-2,4-dimethyl-8-(oxazol-2-yl)-2,4,4a,6-tetrahydro-1H,1'H-spiro[[1,4]oxazino[4,3-a]quinoline-5,5'-pyrimidine]-2',4',6'(3'H)-trione